[4-[3-[1-[2-(6-azaspiro[2.5]octan-6-yl)-3,6-dimethyl-4-oxo-chromen-8-yl] ethylamino]-6-chloro-2-pyridyl]-2-formyl-phenyl] trifluoromethanesulfonate FC(S(=O)(=O)OC1=C(C=C(C=C1)C1=NC(=CC=C1NC(C)C=1C=C(C=C2C(C(=C(OC12)N1CCC2(CC2)CC1)C)=O)C)Cl)C=O)(F)F